6-hydroxy-7-methoxy-2-methyl-quinazolin-4(1H)-one OC=1C=C2C(N=C(NC2=CC1OC)C)=O